8-bromo-6-chloro-2,3-dimethyl-pyrido[3,4-d]pyrimidin-4-one BrC1=NC(=CC2=C1N=C(N(C2=O)C)C)Cl